NC1=NC(=C(C=2N1N=C(N2)OCC2=NC=CC=C2C)C2=CC(=NC(=C2)C)C)C2=C(C#N)C=CC=C2 (5-amino-8-(2,6-dimethylpyridin-4-yl)-2-((3-methylpyridin-2-yl)methoxy)-[1,2,4]triazolo[1,5-c]pyrimidin-7-yl)benzonitrile